nonadecane-7,7-diol CCCCCCC(CCCCCCCCCCCC)(O)O